α-[(1,3-dioxolan-2-yl)methoxyimino]benzeneacetonitrile O1C(OCC1)CON=C(C#N)C1=CC=CC=C1